S1C(=CC=C1)C[C@H](N)C(=O)O |r| beta-2-thienyl-DL-alanine